CC=1C(=CN2N=C(N=C(C21)NC2=NNC(=C2)C(F)(F)F)C=2N(C=CN2)C)C2=NN(C=C2)C 5-Methyl-2-(1-methyl-1H-imidazol-2-yl)-6-(1-methyl-1H-pyrazol-3-yl)-N-(5-(trifluoromethyl)-1H-pyrazol-3-yl)pyrrolo[2,1-f][1,2,4]triazin-4-amine